3-(5-((6,7-difluoro-2,3-dihydrobenzo[b][1,4]dioxin-5-yl)methoxy)-2-fluoro-4-methoxyphenyl)-2,4-dioxo-1,2,3,4-tetrahydrothieno[3,4-d]pyrimidine-5-carboxylic acid FC1=C(C2=C(OCCO2)C=C1F)COC=1C(=CC(=C(C1)N1C(NC=2C(C1=O)=C(SC2)C(=O)O)=O)F)OC